C(CCC)(=O)OC[C@H]1CN(C(O1)=O)C1=CC(=C(C=C1)N1CCS(CCC1)=O)F [(5R)-3-[3-Fluoro-4-(1-oxido-1,4-thiazepan-4-yl)phenyl]-2-oxo-oxazolidin-5-yl]methyl butyrate